N-(4''-(aminomethyl)-3''-fluoro-5''-methoxy-2,2'-dimethyl-[1,1':3',1''-terphenyl]-3-yl)-1,3-dimethyl-2,4-dioxo-1,2,3,4-tetrahydropyrimidine-5-carboxamide NCC1=C(C=C(C=C1OC)C=1C(=C(C=CC1)C1=C(C(=CC=C1)NC(=O)C=1C(N(C(N(C1)C)=O)C)=O)C)C)F